(5S)-{4'-[5-(acetylamino-methyl)-2-oxo-oxazolidin-3-yl]-2'-fluorobiphenyl-4-ylmethyl}-[1-(4-methoxy-benzyl)-1H-[1,2,3]triazol-4-ylmethyl]-carbamic acid tert-butylester C(C)(C)(C)OC(N(CC=1N=NN(C1)CC1=CC=C(C=C1)OC)CC1=CC=C(C=C1)C1=C(C=C(C=C1)N1C(O[C@H](C1)CNC(C)=O)=O)F)=O